ClC=1C=CC=C2C(C=C(OC12)C1=C(OC2CC(C2)C(=O)O)C=C(C=C1)OC(F)(F)F)=O 3-[2-(8-chloro-4-oxo-chromen-2-yl)-5-(trifluoromethoxy)phenoxy]cyclobutanecarboxylic acid